C1(CC1)C(CNC=1N=CC2=C(N1)NC=C2C2=CC=1N(C=C2)N=CC1C(=O)NC1CCOCC1)(F)F 5-(2-((2-cyclopropyl-2,2-difluoroethyl)amino)-7H-pyrrolo[2,3-d]pyrimidin-5-yl)-N-(tetrahydro-2H-pyran-4-yl)pyrazolo[1,5-a]pyridine-3-carboxamide